2-(4-((S)-4-(3,3-dimethylbutanoyl)-2-methylpiperazin-1-yl)-5-((R)-2-methylmorpholino)-7H-pyrrolo[2,3-d]pyrimidin-7-yl)isonicotinonitrile CC(CC(=O)N1C[C@@H](N(CC1)C=1C2=C(N=CN1)N(C=C2N2C[C@H](OCC2)C)C=2C=C(C#N)C=CN2)C)(C)C